C(C=C)(=O)N1[C@@H](CN(CC1)C1=C(C(N(C2=NC(=C(C=C12)Cl)C1=C(C(=CC(=C1F)Cl)Cl)N)C=1C(=NC=CC1C)C(C)C)=O)C#N)C ((R)-4-propenoyl-3-methylpiperazin-1-yl)-7-(2-amino-3,5-dichloro-6-fluorophenyl)-6-chloro-1-(2-isopropyl-4-methylpyridin-3-yl)-2-oxo-1,2-dihydro-1,8-naphthyridine-3-carbonitrile